ClC1=C(C=CC(=N1)N1C=NC2=C1C=C(C(=C2)NC=2N=NC(=CC2)C)OC)C2OCCO2 1-[6-chloro-5-(1,3-dioxolan-2-yl)-2-pyridyl]-6-methoxy-N-(6-methylpyridazin-3-yl)benzimidazol-5-amine